O1C(=NCC1)CCCCC=1OCCN1 1,4-bis(2-oxazolin-2-yl)butane